(2-(1-(Pyridin-3-yl)piperidin-3-yl)-1,6-naphthyridin-7-yl)methanamine N1=CC(=CC=C1)N1CC(CCC1)C1=NC2=CC(=NC=C2C=C1)CN